CC1=NOC(=C1C=1C=NN2C1C=C(C=C2)C=2OC=C(N2)C(=O)OCC)C ethyl 2-[3-(3,5-dimethylisoxazol-4-yl) pyrazolo[1,5-a]pyridin-5-yl]oxazole-4-carboxylate